FC=1C=C(C=C(C1)F)C1=CC(=CC=C1)[C@H](CC(=O)OCC)NC(=O)NC=1C(N(C=C(C1O)C)C)=O ethyl (S)-3-(3',5'-difluorobiphenyl-3-yl)-3-(3-(4-hydroxy-1,5-dimethyl-2-oxo-1,2-dihydropyridin-3-yl)ureido)propanoate